Br.Br.C1(CC1)C=1SC=C(N1)[C@H](CC1=CC=C(C=C1)[N+](=O)[O-])N (S)-1-(2-cyclopropylthiazol-4-yl)-2-(4-nitrophenyl)ethanamine hydrobromide hydrobromide salt